C(=O)(O)[C@H](CC(=O)N1CC2=CC(=C(C(=C2C1)F)OCCCOC=1C=C2CN(CC2=CC1OC)C(C[C@@H](C(=O)O)C)=O)OC)C (S)-4-(5-(3-((2-((S)-3-carboxybutanoyl)-4-fluoro-6-methoxyisoindolin-5-yl)oxy)propoxy)-6-methoxyisoindolin-2-yl)-2-methyl-4-oxobutanoic acid